(1R)-5-(5-ethyl-1,2-oxazol-3-yl)-2,3-dihydro-1H-inden-1-amine C(C)C1=CC(=NO1)C=1C=C2CC[C@H](C2=CC1)N